2-(4-fluorophenyl)-N-(4-methylphenyl)imidazo[1,2-a]pyridin-3-amine FC1=CC=C(C=C1)C=1N=C2N(C=CC=C2)C1NC1=CC=C(C=C1)C